S1CCN(CC1)C1=CC=C(C=C1)B(O)O 4-thiomorpholinophenylboronic acid